The molecule is a 2,4-dichloro-1,3,5-triazine with a multi-substituted napthalen-1-ylamino substituent at the 6-position. It has a role as a dye. It is an azo compound and a chloro-1,3,5-triazine. C1=CC=C(C=C1)N=NC2=C(C3=C(C=C(C=C3C=C2S(=O)(=O)[O-])S(=O)(=O)[O-])NC4=NC(=NC(=N4)Cl)Cl)O.[Na+].[Na+]